2,2'-Ditrifluoromethyl-5,5'-dihydroxyl-4,4'-diaminobiphenyl FC(C1=C(C=C(C(=C1)N)O)C1=C(C=C(C(=C1)O)N)C(F)(F)F)(F)F